(R)-3-methyl-4-(4-(1-methyl-1H-pyrazol-5-yl)-7-(1H-pyrazol-5-yl)imidazo[5,1-f][1,2,4]triazin-2-yl)morpholine C[C@H]1N(CCOC1)C1=NN2C(C(=N1)C1=CC=NN1C)=CN=C2C2=CC=NN2